5-((3-((3R,5R)-5-(4-fluorophenyl)tetrahydro-furan-3-yl)-1,2,4-oxadiazol-5-yl)methyl)-3-methyl-3,5-dihydro-4H-imidazo[4,5-c]pyridin-4-one FC1=CC=C(C=C1)[C@H]1C[C@@H](CO1)C1=NOC(=N1)CN1C(C2=C(C=C1)N=CN2C)=O